tert-butyl 4-(((7-((tert-butoxycarbonyl)(4-(pyridin-2-yl)benzyl)amino)-3-cyclopropylpyrazolo[1,5-a]pyrimidin-5-yl)amino)methyl)-4-fluoropiperidine-1-carboxylate C(C)(C)(C)OC(=O)N(C1=CC(=NC=2N1N=CC2C2CC2)NCC2(CCN(CC2)C(=O)OC(C)(C)C)F)CC2=CC=C(C=C2)C2=NC=CC=C2